2-chloro-5-(4-fluorophenyl)-4-hydroxy-3-(5-hydroxytetralin-6-yl)-7H-thieno[2,3-b]pyridin-6-one ClC1=C(C2=C(NC(C(=C2O)C2=CC=C(C=C2)F)=O)S1)C=1C(=C2CCCCC2=CC1)O